5-Bromonaphthalene-1-carboxylic acid BrC1=C2C=CC=C(C2=CC=C1)C(=O)O